BrC=1C(=CC2=C(C(CO2)NC)C1)Cl 5-bromo-6-chloro-N-methyl-2,3-dihydrobenzofuran-3-amine